OC=1C=C2C=CC=C(C2=CC1)C1=C(C(=NC=2CN(CCC12)C[C@H](C(F)(F)F)O)N1CC2(CN(C2)C(C=C)=O)CC1)C 1-(6-(4-(6-hydroxy-1-naphthalenyl)-3-methyl-7-((2R)-3,3,3-trifluoro-2-hydroxypropyl)-5,6,7,8-tetrahydro-1,7-naphthyridin-2-yl)-2,6-diazaspiro[3.4]octan-2-yl)-2-propen-1-one